(2S,5R)-benzyloxyamino-piperidine-2-carboxylic acid C(C1=CC=CC=C1)ONN1[C@@H](CCCC1)C(=O)O